C1(CC1)C(=O)NC=1SC2=C(N1)C=CC(=C2)C=2C=C(C(=NC2)C)N2OCC[C@H]2C2=CC=CC=C2 (S)-N-(5-(2-(cyclopropanecarboxamido)benzo[d]thiazol-6-yl)-2-methylpyridin-3-yl)-3-phenylisoxazolidine